O1COC=2C1=C1C(C(C2)O)(C(=CN=C1)O)O pyrido[5',4':3,4]benzo[1,2-d][1,3]dioxolane-5,5a,6-triol